4-(methoxycarbonyl)-4-(2-methylbenzyl)cyclopentane COC(=O)C1(CCCC1)CC1=C(C=CC=C1)C